5-[(3S)-5',6'-dihydrospiro[pyrrolidine-3,4'-pyrrolo[1,2-b]pyrazol]-2'-yl]-3-{[(1S)-1-(pyrimidin-5-yl)ethyl]oxy}pyridin-2-amine-hydrochloride salt Cl.N=1N2C(=CC1C=1C=C(C(=NC1)N)O[C@@H](C)C=1C=NC=NC1)[C@@]1(CC2)CNCC1